NC(C1CCCCC1)(C1CCCCC1)N Diaminodicyclohexylmethan